C1(CC1)S(=O)(=O)NC=1SC=C(N1)C(C(=O)NC1=CC=C(C=C1)C=1C=NC=CC1)(F)F 2-(2-(cyclopropanesulfonylamino)thiazol-4-yl)-2,2-difluoro-N-(4-(pyridin-3-yl)phenyl)acetamide